C1(CCC1)SC1=NC=CC=C1C1=CC(=C(C(=C1)F)OCC1=NN=NN1)F 2-cyclobutylthio-3-[3,5-difluoro-4-(1H-tetrazol-5-ylmethoxy)phenyl]Pyridine